(1R,2R)-2-amino-2-(3-chlorophenyl)cyclohexane-1-ol N[C@@]1([C@@H](CCCC1)O)C1=CC(=CC=C1)Cl